N-(ethoxycarbonylphenyl)-N'-methyl-phenyl-formamidine C(C)OC(=O)C1=C(C=CC=C1)NC(=NC)C1=CC=CC=C1